CC1(OC[C@H](N1C(=O)OC(C)(C)C)C1=CC=C(C=C1)C1=C(N=CO1)C)C tert-butyl (4R)-2,2-dimethyl-4-[4-(4-methyl-1,3-oxazol-5-yl)phenyl]-1,3-oxazolidine-3-carboxylate